3-methylimidazo[1,5-a]pyrimidin CC=1C=NC=2N(C1)C=NC2